FC1=C(CC2=NC(=NO2)[C@@H]2CC23CCN(CC3)S(=O)(=O)N)C(=CC=C1)C(F)(F)F (1R)-1-{5-[2-fluoro-6-(trifluoromethyl)benzyl]-1,2,4-oxadiazol-3-yl}-6-azaspiro[2.5]octane-6-sulfonamide